Cl.N[C@@H](C)C1=NC(=NN1C1=NC=C(C=N1)Cl)NC 5-[(1S)-1-aminoethyl]-1-(5-chloropyrimidin-2-yl)-N-methyl-1,2,4-triazol-3-amine-hydrochloride